3'-((1e,1'e)-(3,3'-dimethyl-[1,1'-biphenyl]-4,4'-diyl)bis(diazene-2,1-diyl))bis(4-aminonaphthalene-1-sulfonic acid) sodium salt [Na+].CC=1C=C(C=CC1/N=N/C1=C(C2=CC=CC=C2C(=C1)N)S(=O)(=O)[O-])C1=CC(=C(C=C1)/N=N/C1=C(C2=CC=CC=C2C(=C1)N)S(=O)(=O)[O-])C.[Na+]